methyl [5-(propane-1-sulfinyl)-1H-benzoimidazol-2-yl]-carbamate C(CC)S(=O)C1=CC2=C(NC(=N2)NC(OC)=O)C=C1